ethyl 2-[[4-(dimethylamino)-6-[[[4-(methylsulfonyl) phenyl] methyl] amino]-2-pyrimidinyl] amino]-4-methyl-5-thiazolecarboxylate CN(C1=NC(=NC(=C1)NCC1=CC=C(C=C1)S(=O)(=O)C)NC=1SC(=C(N1)C)C(=O)OCC)C